methyl 2-(phenoxymethyl)benzoate O(C1=CC=CC=C1)CC1=C(C(=O)OC)C=CC=C1